strontium hexafluoroarsenate F[As-](F)(F)(F)(F)F.[Sr+2].F[As-](F)(F)(F)(F)F